(R)-2-methyl-N-((S)-1-(6-(4-methyl-1H-imidazol-1-yl)pyridin-3-yl)ethyl)propane-2-sulfinamide CC(C)(C)[S@@](=O)N[C@@H](C)C=1C=NC(=CC1)N1C=NC(=C1)C